C1(CCCCC1)O 1-cyclohexanol